3,4,5,6-tetramethyl-2',4',6'-triisopropyl-1,1'-biphenyl CC=1C=C(C(=C(C1C)C)C)C1=C(C=C(C=C1C(C)C)C(C)C)C(C)C